(1S,3S)-N-(7-chloro-6-(4-((3R,4R)-4-hydroxy-3-methyltetrahydrofuran-3-yl)piperazin-1-yl)isoquinolin-3-yl)-5,5-dimethyl-6-oxaspiro[2.5]octane-1-carboxamide ClC1=C(C=C2C=C(N=CC2=C1)NC(=O)[C@H]1C[C@]12CC(OCC2)(C)C)N2CCN(CC2)[C@@]2(COC[C@@H]2O)C